Cl.NCCC1=CC(O)=C(O)C=C1 dopamine hydrochloric acid salt